CC=1C=C2C(C=C(OC2=C(C1)C(C)NC1=C(C(=O)O)C=CC=C1)C=1C=NN(C1)C1=CC=CC=C1)=O 2-[1-[6-Methyl-4-oxo-2-(1-phenylpyrazol-4-yl)chromen-8-yl]ethylamino]benzoic acid